C(C1=CC=CC=C1)OC=1C=CC(=C(C(=O)NN)C1)OC 5-(benzyloxy)-2-methoxybenzohydrazide